N-(3-bromophenyl)-2,7-dichloro-N-methyl-quinazolin-4-amine BrC=1C=C(C=CC1)N(C1=NC(=NC2=CC(=CC=C12)Cl)Cl)C